N-butyl-methacrylamide C(CCC)NC(C(=C)C)=O